cis-N1,N1-dimethyl-N3-(5-(3-methylimidazo[1,2-a]pyrimidin-6-yl)pyrrolo[2,1-f][1,2,4]triazin-2-yl)cyclobutane-1,3-diamine CN([C@@H]1C[C@@H](C1)NC1=NN2C(C=N1)=C(C=C2)C=2C=NC=1N(C2)C(=CN1)C)C